OC[C@H](C1=CC=CC=C1)NC1=CC(=NC=C1C=1OC(=NN1)C(C)(C)O)NC=1N=CC2=C(N1)C(OB2O)(C)C (S)-5-((4-((2-hydroxy-1-phenylethyl)amino)-5-(5-(2-hydroxypropan-2-yl)-1,3,4-oxadiazol-2-yl)pyridin-2-yl)amino)-3,3-dimethyl-[1,2]oxaborolo[4,3-d]pyrimidin-1(3H)-ol